NCCC1=CC=CC=2OC3=CC=CC=C3NC12 Aminoethyl-Phenoxazin